CC=1NC2=C(C=C(C(=C2C1Cl)C)Cl)Br 2,4-dimethyl-3,5-dichloro-7-bromoindole